2-(2-(cyclopropanesulfonamido)thiazol-4-yl)-N-(4-(6-ethoxypyrazin-2-yl)-2-(trifluoromethoxy)phenyl)-2-methoxyacetamide C1(CC1)S(=O)(=O)NC=1SC=C(N1)C(C(=O)NC1=C(C=C(C=C1)C1=NC(=CN=C1)OCC)OC(F)(F)F)OC